7-methyl-1,4-oxazepane hydrochloride Cl.CC1CCNCCO1